1-[2-(4,4-difluoropyrrolidin-3-yl)oxy-6-[5-[(6-methylpyridazin-3-yl)amino]benzimidazol-1-yl]-3-pyridinyl]ethanol FC1(C(CNC1)OC1=NC(=CC=C1C(C)O)N1C=NC2=C1C=CC(=C2)NC=2N=NC(=CC2)C)F